oxetan-2-yl-(methyl)-2-((7-(pyridin-3-ylmethoxy)-3,4-dihydroisoquinolin-2(1H)-yl)methyl)-1H-benzo[d]imidazole-6-carboxylic acid O1C(CC1)C1=CC(=CC=2N(C(=NC21)CN2CC1=CC(=CC=C1CC2)OCC=2C=NC=CC2)C)C(=O)O